NC=1C=C(C=C2C=C(N=CC12)NC(=O)[C@H]1[C@@H](C1)C#N)C=1C=NC(=CC1CC)OC(F)F trans-N-[8-amino-6-[6-(difluoromethoxy)-4-ethyl-3-pyridyl]-3-isoquinolyl]-2-cyanocyclopropane-1-carboxamide